O1CCN(CC1)P(OC[C@@H]1CN(C[C@@H](O1)N1C(NC(C(=C1)C)=O)=O)C(C1=CC=CC=C1)(C1=CC=CC=C1)C1=CC=CC=C1)(=O)Cl ((2S,6R)-6-(5-METHYL-2,4-DIOXO-3,4-DIHYDROPYRIMIDIN-1(2H)-YL)-4-TRITYLMORPHOLIN-2-YL)METHYL MORPHOLINOPHOSPHONOCHLORIDATE